C(CCCCCCCCCCCCCCC)OOOC[SiH3] hexadecyl-trioxymethylsilane